allyloxy(trioxyethane) C(C=C)OOOOCC